S(=O)(=O)([O-])[O-].[Ba+2] Barium sulphate